(3-tert-butyl-5-methylphenyl)boric acid C(C)(C)(C)C=1C=C(C=C(C1)C)OB(O)O